C1(CCC1)N1C=C(C=2C1=NC(=C(C2)F)[Sn](CCCC)(CCCC)CCCC)[C@@H](C(F)F)NS(=O)(=O)C2CC2 (S)-N-(1-(1-cyclobutyl-5-fluoro-6-(tributylstannyl)-1H-pyrrolo[2,3-b]pyridin-3-yl)-2,2-difluoroethyl)cyclopropanesulfonamide